FC1=C(C=CC=C1)[C@H]1COC2=C(CN1C(=O)C1CCOCC1)C=CC(=C2)C(=O)NO (S)-3-(2-fluorophenyl)-N-hydroxy-4-(tetrahydro-2H-pyran-4-carbonyl)-2,3,4,5-tetrahydrobenzo[f][1,4]oxazepine-8-carboxamide